C(C)N(S(=O)(=O)C1=CC=C(C=C1)S(=O)(=O)N1C[C@@H](CCC1)C(=O)N1CCN(CC1)C(=O)OCC)CC ethyl (R)-4-(1-((4-(N,N-diethylsulfamoyl)phenyl)sulfonyl) piperidine-3-carbonyl)piperazine-1-carboxylate